C(C)(C)(C)[Si](OC1=CC=C(C=2NC(COC21)=O)Cl)(C2=CC=CC=C2)C2=CC=CC=C2 8-[tert-butyl-(diphenyl)silyl]oxy-5-chloro-4H-1,4-benzoxazin-3-one